6-HYDROXYQUINOLINE-2-CARBOXALDEHYDE OC=1C=C2C=CC(=NC2=CC1)C=O